[Si](C)(C)(C(C)(C)C)OCC1=CC=C(C=C1)N1C(=NC=2C1=NC(=CC2)C#C)C=2C(=NC=CC2)N 3-(3-(4-(((tert-Butyldimethylsilyl)oxy)methyl)phenyl)-5-ethynyl-3H-imidazo[4,5-b]pyridin-2-yl)pyridin-2-amine